(R)-4-(5-methylthiazol-2-yl)-N-(1-(2-(trifluoromethyl)pyrimidin-5-yl)ethyl)-1-(3,3,3-trifluoropropyl)-1H-indazole-6-carboxamide CC1=CN=C(S1)C1=C2C=NN(C2=CC(=C1)C(=O)N[C@H](C)C=1C=NC(=NC1)C(F)(F)F)CCC(F)(F)F